C(CC(O)(C(=O)O)CC(=O)O)(=O)O.COCCN(C1=CC=CC=C1)C1=CC=CC=C1 (methoxyethyl)diphenyl-amine citrate